C1(CCCCC1)[C@@H]1OCC2=CC(=CC=C2[C@H]1C1=CC=C(C=C1)N1CCC(CC1)C=O)O 1-(4-((3S,4R)-3-cyclohexyl-7-hydroxyisochroman-4-yl)phenyl)piperidine-4-carbaldehyde